FC1=CC=C(C=C1)C(CN1[C@@H](C=2N(CC1)C(=NN2)C2=NC(=NS2)C)C)=O (R)-1-(4-fluorophenyl)-2-(8-methyl-3-(3-methyl-1,2,4-thiadiazol-5-yl)-5,6-dihydro-[1,2,4]triazolo[4,3-a]pyrazin-7(8H)-yl)ethan-1-one